C(C)(C)(C)C=1C=CC(=C(C1)N1N=C2C(=N1)C=CC=C2)O 2-[5-tert-butyl-2-hydroxyphenyl]-benzotriazole